2-(4-((benzo[d][1,3]dioxol-5-ylmethyl)amino)-4-oxobutyl)-6-hydroxy-3-iodo-1-methyl-1H-indole-5-carboxylic acid O1COC2=C1C=CC(=C2)CNC(CCCC=2N(C1=CC(=C(C=C1C2I)C(=O)O)O)C)=O